IC1=C(N(N=C1C1CC(CC1)O[Si](C1=CC=CC=C1)(C1=CC=CC=C1)C(C)(C)C)C(C)(C)C)NC(=O)OCC1=CC=CC=C1 benzyl {[4-iodo-2-(2-methylpropan-2-yl)-5-(3-{[(2-methylpropan-2-yl) diphenylsilyl] oxy} cyclopentyl) pyrazol-3-yl] amino}carboxylate